N1=C(C=CC=C1)CN1[C@H]2CC(C[C@@H]1CC2)N2C=CC1=CC=C(C=C21)C(=O)N ((1R,3s,5S)-8-(pyridin-2-ylmethyl)-8-azabicyclo[3.2.1]oct-3-yl)-1H-indole-6-carboxamide